2-Ethylsulfanyl-N-[(4-methoxyphenyl)-methyl]-4-methyl-6-morpholin-4-yl-pyridine-3-carboxylic acid amide C(C)SC1=NC(=CC(=C1C(=O)NCC1=CC=C(C=C1)OC)C)N1CCOCC1